C1(=CC=CC=C1)N1N=C(C=C1)C1=NC=CC=C1 2-(1-phenyl-1H-pyrazol-3-yl)pyridine